2-(4-hydroxyphenyl)-2-oxoacetaldehyde OC1=CC=C(C=C1)C(C=O)=O